N1(N=CC=C1)C1=C(N)C=CC=C1 2-(1H-pyrazol-1-yl)aniline